FC(C)(F)C1=NC(=CC(=N1)NC1=CC(=NC=C1C(C)C)NC(C)=O)C N-(4-((2-(1,1-difluoroethyl)-6-methylpyrimidin-4-yl)amino)-5-propan-2-ylpyridin-2-yl)acetamide